ClC=1C=CC(=C(C=O)C1)OCCO 5-chloro-2-(2-hydroxyethoxy)benzaldehyde